((1-((2-(3,5-dichlorophenyl)-6-((2-(4-methyl-1,4-diazepan-1-yl)pyrimidin-5-yl)oxy)pyridin-4-yl)methyl)piperidin-4-yl)methyl)boronic acid ClC=1C=C(C=C(C1)Cl)C1=NC(=CC(=C1)CN1CCC(CC1)CB(O)O)OC=1C=NC(=NC1)N1CCN(CCC1)C